tert-butyl (2R)-2-(2-aminoethyl)azetidine-1-carboxylate NCC[C@H]1N(CC1)C(=O)OC(C)(C)C